C(C)(C)(C)C1C(C1)C1=C(N=NC(=C1)C=1C(=NC(=NC1)OC)OC)C 4-(2-(tert-butyl)cyclopropyl)-6-(2,4-dimethoxypyrimidin-5-yl)-3-methylpyridazine